NC=1C=2N(C3=CC(=CC=C3N1)C(=O)N(C1C3=C(COCC1)C=C(C=C3)C(F)(F)F)C)C=NC2 4-amino-N-methyl-N-(8-(trifluoromethyl)-1,3,4,5-tetrahydrobenzo-[c]oxepin-5-yl)imidazo-[1,5-a]quinoxaline-8-carboxamide